(6S)-6-[2-Chloro-3-(3-isopropoxyanilino)phenyl]-2-imino-6-methyl-3-(tetrahydro-pyran-4-yl)hexahydropyrimidin-4-one ClC1=C(C=CC=C1NC1=CC(=CC=C1)OC(C)C)[C@@]1(CC(N(C(N1)=N)C1CCOCC1)=O)C